5-(N-(2-((2-chloro-N-(furan-2-ylmethyl)benzoylamino)methyl)-5-(diethylamino)phenyl)-N-ethylsulfamoyl)-3-methylbenzofuran-2-carboxylic acid ClC1=C(C(=O)N(CC=2OC=CC2)CC2=C(C=C(C=C2)N(CC)CC)N(S(=O)(=O)C=2C=CC3=C(C(=C(O3)C(=O)O)C)C2)CC)C=CC=C1